ClC1=C(C(=O)N(C)C2CC2)C=C(C=N1)C=1C=NN(C1)C1=C(C=C(C=C1Cl)C(C(F)(F)F)(C(F)(F)F)F)Cl 2-chloro-N-cyclopropyl-5-(1-(2,6-dichloro-4-(perfluoropropane-2-yl)phenyl)-1H-pyrazol-4-yl)-N-methylnicotinamide